FC=1C=C(C=NC1)[C@H]([C@@H]1N([C@H](CCC1)CCC)C(=O)OC(C)(C)C)O tert-butyl (2R,6S)-2-((R)-(5-fluoropyridin-3-yl)(hydroxy)methyl)-6-propylpiperidine-1-carboxylate